3-[[3-[(1r,5s)-3-azabicyclo[3.1.0]hexane-6-yl]-1,2,4-oxadiazol-5-yl]methyl]-5-methylpyrido[2,3-d]pyrimidin-4-one hydrochloride Cl.[C@H]12CNC[C@@H]2C1C1=NOC(=N1)CN1C=NC2=C(C1=O)C(=CC=N2)C